ClC1=C(C(=C(C=C1OC)OC)Cl)C1=CC=2C(=NC(=NC2)NC)N2C1=NC(=N2)C(CN2CCC(CC2)NC(C=C)=O)C N-(1-(2-(4-(2,6-dichloro-3,5-dimethoxyphenyl)-8-(methylamino)-[1,2,4]triazolo[1',5':1,6]pyrido[2,3-d]pyrimidin-2-yl)propyl)piperidin-4-yl)acrylamide